OC1=C(C(=CC2=C1C(C=C(O2)C2=CC=CC=C2)=O)O[C@H]2[C@@H]([C@H]([C@@H]([C@H](O2)C(=O)O)O)O)O)O (2S,3S,4S,5R,6S)-6-[(5,6-Dihydroxy-4-oxo-2-phenyl-4H-1-benzopyran-7-yl)oxy]-3,4,5-trihydroxyoxane-2-carboxylic acid